CN1CCC(CC1)[N+]1=NOC(=C1)[N-]C(NC1=CC(=CC(=C1)C(F)(F)F)NC(CC1=CC=CC=C1)=O)=O (3-(1-Methylpiperidin-4-yl)-1,2,3-oxadiazol-3-ium-5-yl)((3-(2-phenylacetamido)-5-(trifluoromethyl)phenyl)carbamoyl)amide